C1(CC1)C(C)(C)NC1=NC(=NC=C1C(=O)N)N[C@H]1C[C@H](CCC1)O 4-(2-cyclopropylpropan-2-ylamino)-2-((1R,3S)-3-hydroxycyclohexylamino)pyrimidine-5-carboxamide